C1(CCCCC1)NC1=NC(=NC2=CC=C(C=C12)C(F)(F)F)NC1=CC(=C(C=C1)F)F N4-cyclohexyl-N2-(3,4-difluorophenyl)-6-(trifluoromethyl)quinazoline-2,4-diamine